(S)-ethyl 5-(4-((5-cyano-3-(1-(3,4-difluorophenyl)ethylcarbamoyl) pyrazin-2-ylamino)methyl)phenyl)-1H-pyrazolo[3,4-b]pyridin-3-ylcarbamate C(#N)C=1N=C(C(=NC1)NCC1=CC=C(C=C1)C=1C=C2C(=NC1)NN=C2NC(OCC)=O)C(N[C@@H](C)C2=CC(=C(C=C2)F)F)=O